CC(CCCCCCCCCCCCCCCC)CCCCCCCCCCCCCCCC 17-Methyltritriacontane